NC1=NC=C(C2=C1C(=NN2C(C)C)C2=CC(=C(C=C2F)NS(=O)(=O)C2=C(C=CC=C2)F)F)C2CCC(CC2)N(CCOC)CCOC N-(4-(4-amino-7-((1r,4r)-4-(bis(2-methoxyethyl)amino)cyclohexyl)-1-isopropyl-1H-pyrazolo[4,3-c]pyridin-3-yl)-2,5-difluorophenyl)-2-fluorobenzenesulfonamide